C12C(CC(C=C1)C2)=O bicyclo[2.2.1]hept-5-en-2-one